C(C)(C)(C)OC(=O)NCCCCCCCC(=O)O 8-((tert-butoxycarbonyl)amino)octanoic acid